CN1CC(C1)(C)[C@@](C=1C=C(C=NC1)CCC(C)(O)C1=NC=CC=C1)(C1=CC=C(C=C1)C(C)C)O 4-{5-[(R)-(1,3-dimethyl-azetidin-3-yl)-hydroxy-(4-isopropyl-phenyl)-methyl]-pyridin-3-yl}-2-pyridin-2-yl-butan-2-ol